[Na+].ClC1=C(C(=CC=C1NC=1C(C(=O)[O-])=CC=CC1)Cl)C N-(2,6-dichloro-m-tolyl)anthranilic acid, sodium salt